COC(CN(NC(CC(=O)OCC)=O)C1=CC=C(C=C1)C(F)(F)F)=O ethyl 3-{2-(2-methoxy-2-oxoethyl)-2-(4-trifluoromethylphenyl) hydrazino}-3-oxopropionate